7-((5-methyl-6-(piperazin-1-yl)pyridin-3-yl)methyl)-2-(3-phenylpropoxy)imidazo[2,1-f][1,2,4]triazin-4-amine CC=1C=C(C=NC1N1CCNCC1)CC1=CN=C2C(=NC(=NN21)OCCCC2=CC=CC=C2)N